N[C@H]1C(CC2=CC(=CC=C12)N1C(=NC=2C1=NC(=CC2)N2N=C(C=C2)OC)C=2C(=NC=CC2)N)F 3-(3-((1R)-1-amino-2-fluoro-2,3-dihydro-1H-inden-5-yl)-5-(3-methoxy-1H-pyrazol-1-yl)-3H-imidazo[4,5-b]pyridin-2-yl)pyridin-2-amine